P(OC#N)([O-])=O.P(OC#N)([O-])=O dicyano bisphosphonate